C(C)(C)(C)OC(=O)N1CC(C(CC1)=O)C=1C=NC=C(C1)C(OC)OC 3-(5-(dimethoxymethyl)pyridin-3-yl)-4-oxopiperidine-1-carboxylic acid tert-butyl ester